1,4-dioxa-7,9-diphenyl-8-[2,6-bis(2,6-dimethoxyphenyl)phenyl]-8-phosphaspiro[4.5]Decane C1(=CC=CC=C1)C1CC2(OCCO2)CC(P1C1=C(C=CC=C1C1=C(C=CC=C1OC)OC)C1=C(C=CC=C1OC)OC)C1=CC=CC=C1